C(C)(C)(C)OC(=O)N1CCC(CC1)C=1C=C(C=C2C=C(N(C12)CC1CC1)C=O)F 4-(1-(Cyclopropylmethyl)-5-fluoro-2-formyl-1H-indol-7-yl)piperidine-1-carboxylic acid tert-butyl ester